tert-butyl 2-(2,6-dioxopiperidin-3-yl)-1,3-dioxo-1,2,3,5,7,8-hexahydro-6H-pyrrolo[3,4-g]isoquinoline-6-carboxylate O=C1NC(CCC1N1C(C2=CC=3CCN(CC3C=C2C1=O)C(=O)OC(C)(C)C)=O)=O